N-(benzenesulfonyl)-4-hexenamide C1(=CC=CC=C1)S(=O)(=O)NC(CCC=CC)=O